2-(4-(2-(2-cyanoethyl)-3-((4-(4-fluorophenyl)thiazol-2-yl)(methyl)amino)imidazo[1,2-a]pyridin-6-yl)piperidin-1-yl)-N,N-dimethylacetamide C(#N)CCC=1N=C2N(C=C(C=C2)C2CCN(CC2)CC(=O)N(C)C)C1N(C)C=1SC=C(N1)C1=CC=C(C=C1)F